cyclohexanetriol C1CCC(C(C1)O)(O)O